COC1=CC(=C(C=C1)C1=C2C(=C(N=N1)N[C@H]1CN(CCC1)C)CCC2)C(F)(F)F 4-[4-methoxy-2-(trifluoromethyl)phenyl]-N-[(3R)-1-methylpiperidin-3-yl]-6,7-dihydro-5H-cyclopenta[d]pyridazin-1-amine